C(C=C)(=O)NC1=CC=C2CCC(C2=C1)OC=1C=C(C(=O)OC)C=CC1 methyl 3-[6-(prop-2-eneamido)-2,3-dihydro-1H-inden-1-yl]Oxybenzoate